2-acetamido-2-(4-bromophenylethyl)malonic acid diethyl ester C(C)OC(C(C(=O)OCC)(CCC1=CC=C(C=C1)Br)NC(C)=O)=O